BrC=1C=CC(N(N1)CC1=CC=C(C=C1)C1=NOC(=N1)C(F)(F)F)=O 6-bromo-2-[[4-[5-(trifluoromethyl)-1,2,4-oxadiazol-3-yl]phenyl]methyl]pyridazin-3-one